FC1=CC=C(C=C1)C(N1CCN(CC1)CCCSC1=C2C(N(C(=NC2=CC=C1)C)C1C(NC(CC1)=O)=O)=O)C1=CC=C(C=C1)F 3-(5-((3-(4-(bis(4-fluorophenyl)methyl)piperazin-1-yl)propyl)thio)-2-methyl-4-oxoquinazolin-3(4H)-yl)piperidine-2,6-dione